2-((3-methoxybenzyl)amino)-2,5,5-trimethylhexanoic acid hydrochloride Cl.COC=1C=C(CNC(C(=O)O)(CCC(C)(C)C)C)C=CC1